C(C)(C)(C)N[C@@H](CC(=O)O)C(=O)O tert-butyl-aspartic acid